5-(cyclopentylmethyl)-N-(4-(5-((4-hydroxy-4-methylpentyl)oxy)-2-methylphenyl)pyridin-2-yl)-4H-1,2,4-triazole-3-carboxamide C1(CCCC1)CC=1NC(=NN1)C(=O)NC1=NC=CC(=C1)C1=C(C=CC(=C1)OCCCC(C)(C)O)C